CSCCCCC#N 4-(methylthio)butyl cyanide